OC(C)(C)C1=CC(=CS1)S(=O)(=O)N 5-(2-hydroxy-prop-2-yl)thiophene-3-sulfonamide